(E)-3-(2-trifluoromethylphenyl)acrylic acid FC(C1=C(C=CC=C1)/C=C/C(=O)O)(F)F